COC1=CC=C(COC(C(=C)C)=O)C=C1 4-Methoxybenzylmethacrylat